C(C)(C)(C)OC(=O)N1CCN(CC1)C1=C(C(N(C2=CC=C(N=C12)C#N)C)=O)[N+](=O)[O-] 4-(6-cyano-1-methyl-3-nitro-2-oxo-1,2-dihydro-1,5-naphthyridin-4-yl)piperazine-1-carboxylic acid tert-butyl ester